C(SC(=O)O)([S-])=S carboxyl trithiocarbonate